CC1=NNC(=C1C1=CC(=NC=2N1N=CC2C2=CC(=NN2C2OCCCC2)C)C21CNCC(CC2)O1)C (7-(3,5-dimethyl-1H-pyrazol-4-yl)-3-(3-methyl-1-(tetrahydro-2H-pyran-2-yl)-1H-pyrazol-5-yl)pyrazolo[1,5-a]Pyrimidin-5-yl)-8-oxa-3-azabicyclo[3.2.1]Octane